CN1N=CC(=C1)C1=NC=2C(=NC=CC2C=2C=CC3=C(OCCCC3NC(=O)C3=NOC(=N3)C(C)(C)C)C2)N1 5-tert-Butyl-[1,2,4]oxadiazole-3-carboxylic acid {8-[2-(1-methyl-1H-pyrazol-4-yl)-3H-imidazo[4,5-b]pyridin-7-yl]-2,3,4,5-tetrahydro-benzo[b]oxepin-5-yl}-amide